4-(pyridin-4-yl)-1,2-dihydropyridazine-3,6-dione N1=CC=C(C=C1)C=1C(NNC(C1)=O)=O